1-(4-((5-(3,5-dimethylisoxazol-4-yl)-2-methylphenyl)(5-(1,3-dioxoisoindolin-2-yl)-3-methylpentyl)amino)phenyl)cyclopropane-1-carbonitrile CC1=NOC(=C1C=1C=CC(=C(C1)N(C1=CC=C(C=C1)C1(CC1)C#N)CCC(CCN1C(C2=CC=CC=C2C1=O)=O)C)C)C